FC=1C=C2C(N=C(O2)C)=C(C1)C(=O)OC methyl 6-fluoro-2-methyl-1,3-benzoxazole-4-carboxylate